7-bromo-1-methyl-imidazo[4,5-c]pyridine BrC=1C2=C(C=NC1)N=CN2C